ethyl (2Z)-2-[(dimethylamino)methylidene]-4-fluoro-3-oxobutanoate CN(C)\C=C(/C(=O)OCC)\C(CF)=O